BrC1=CC=C(C=C1)\C=C/C(=O)OC1=C(C=CC=C1)C1SCCCS1 (Z)-2-(1,3-dithian-2-yl)phenyl 3-(4-bromo-phenyl)-acrylate